CC(C)=C1C(NC2=NC=CC=C21)=O 3-(Propan-2-ylidene)-1,3-dihydro-2H-pyrrolo[2,3-b]pyridin-2-one